C1(=CC=CC=C1)[C@@H](N)CO (D)-2-phenylglycinol